2-(4-(4-acetylpiperazin-1-yl)phenyl)-3-((2,6-dimethylphenyl)aminocarbonyl)-9-hydroxy-1,8-dioxo-1,3,4,8-tetrahydro-2H-pyrido[1,2-a]pyrazine-7-carboxylic acid C(C)(=O)N1CCN(CC1)C1=CC=C(C=C1)N1C(C=2N(CC1C(=O)NC1=C(C=CC=C1C)C)C=C(C(C2O)=O)C(=O)O)=O